6-phenylpyridazin-3-amine C1(=CC=CC=C1)C1=CC=C(N=N1)N